N[C@@H]1CN(CCC1(F)F)C1=NC2=C(N1CC1=NC=C(C=N1)Cl)C=CC(=C2)C#N (R)-2-(3-amino-4,4-difluoropiperidin-1-yl)-1-((5-chloropyrimidin-2-yl)methyl)-1H-benzo[d]imidazole-5-carbonitrile